2-(4-bromophenyl)-N-{[(4R)-4-cyclopropyl-2,5-dioxoimidazolidin-4-yl]methyl}-2H-1,2,3-triazole-4-carboxamide BrC1=CC=C(C=C1)N1N=CC(=N1)C(=O)NC[C@]1(NC(NC1=O)=O)C1CC1